(([3-ethyloxetane-3-yl]methoxy)methyl)oxane C(C)C1(COC1)COCC1OCCCC1